C=CC(CC=CCC)O octan-1,5-dien-3-ol